1-(5-(4-(aminomethyl)phenyl)-2-methyl-4-propoxyindolin-1-yl)ethan-1-one NCC1=CC=C(C=C1)C=1C(=C2CC(N(C2=CC1)C(C)=O)C)OCCC